phenylmercury sulfate (salicylate) C(C=1C(O)=CC=CC1)(=O)[O-].S(=O)(=O)([O-])[O-].C1(=CC=CC=C1)[Hg+3]